(R/S)-4-((1-(2-fluoro-3-(1-(hydroxymethyl)cyclopropyl)phenyl)ethyl)amino)-2,6,8,8-tetramethyl-6,8-dihydro-7H-pyrrolo[2,3-g]quinazolin-7-one FC1=C(C=CC=C1C1(CC1)CO)[C@@H](C)NC1=NC(=NC2=CC3=C(C=C12)N(C(C3(C)C)=O)C)C |r|